(2-isothiocyanato)ethylbenzenesulfonamide N(=C=S)CCC1=C(C=CC=C1)S(=O)(=O)N